N-[(8S)-5-[(1-{4-[(3R)-2,6-DIOXOPIPERIDIN-3-YL]PHENYL}PIPERIDIN-4-YL)METHYL]-5-AZASPIRO[3.5]NONAN-8-YL]-1-[6-(2-HYDROXYPHENYL)PYRIDAZIN-4-YL]-4-PHENOXYPIPERIDINE-4-CARBOXAMIDE O=C1NC(CC[C@@H]1C1=CC=C(C=C1)N1CCC(CC1)CN1C2(CCC2)C[C@H](CC1)NC(=O)C1(CCN(CC1)C1=CN=NC(=C1)C1=C(C=CC=C1)O)OC1=CC=CC=C1)=O